CC1CCC(O1)CO Tetrahydro-5-methylfuran-2-methanol